S1C(=CC=C1)CNC1=NC=NC(=C1)N N4-(thiophen-2-ylmethyl)pyrimidine-4,6-diamine